anthracene-d C1(=CC=CC2=CC3=CC=CC=C3C=C12)[2H]